C(C)C=1C=C(C=CC1)NC1=NC=C(C(=N1)NN1C(OC2=C1C=CC=C2)=O)C (2-(3-ethylphenylamino)-5-methylpyrimidin-4-ylamino)benzo[d]oxazol-2(3H)-one